(S)-3-(1-(tert-butoxycarbonyl)pyrrolidine-2-yl)propanoic acid C(C)(C)(C)OC(=O)N1[C@@H](CCC1)CCC(=O)O